2-((5-Chloroisoindolin-2-yl)methyl)-5-((4-(3,3-difluoroazetidine-1-carbonyl)benzyl)oxy)-4H-pyran-4-one ClC=1C=C2CN(CC2=CC1)CC=1OC=C(C(C1)=O)OCC1=CC=C(C=C1)C(=O)N1CC(C1)(F)F